(5S,6R)-5-((S)-5H-Imidazo[5,1-a]isoindol-5-yl)-2-oxaspiro[3.3]heptan-6-ol C=1N=CN2C1C1=CC=CC=C1[C@@H]2[C@@H]2C1(COC1)C[C@H]2O